[K+].C1(CCCC1)C=1C(=CC(=C(C(=O)[O-])C1)C)O 5-cyclopentyl-4-hydroxy-2-methylbenzoic acid, potassium salt